N,N'-Dibenzoyloxy-adipamide C(C1=CC=CC=C1)(=O)ONC(CCCCC(=O)NOC(C1=CC=CC=C1)=O)=O